ClC=1C=C(C=CC1)CC[C@@H](C(=O)O)NC(=O)OCC1C2=CC=CC=C2C=2C=CC=CC12 (2S)-4-(3-chlorophenyl)-2-(9H-fluoren-9-ylmethoxycarbonylamino)butanoic acid